(3a,8-bis(naphthalen-1-ylmethyl)-3,3a,8,8a-tetrahydropyrrolo[2,3-b]indol-1(2H)-yl)(2-chlorophenyl)methanone C1(=CC=CC2=CC=CC=C12)CC12C(N(C3=CC=CC=C13)CC1=CC=CC3=CC=CC=C13)N(CC2)C(=O)C2=C(C=CC=C2)Cl